trans-phenylpropanamine hemisulfate S(=O)(=O)(O)O.C1(=CC=CC=C1)C(CC)N.C1(=CC=CC=C1)C(CC)N